1-benzyl-3,3-dimethylpyrrolidine-2,5-dione C(C1=CC=CC=C1)N1C(C(CC1=O)(C)C)=O